C(C)(C)(C)OC(=O)N1C(CC(CC1)C1=NC=CC=C1)(C)C 2,2-dimethyl-4-(2-pyridinyl)piperidine-1-carboxylic acid tert-butyl ester